2-(cyclopropyloxy)benzene-1-sulfonamide C1(CC1)OC1=C(C=CC=C1)S(=O)(=O)N